(R)-3-(dimethylamino)pyrrolidin CN([C@H]1CNCC1)C